FC1=C(CC2=CC3=C(N=C(N=C3)N[C@H](C(C)(C)O)C)N(C2)C)C=CC=C1 6-(2-fluorobenzyl)-2-{[(1S)-2-hydroxy-1,2-dimethylpropyl]amino}-8-methylpyrido[2,3-d]pyrimidin